1,2,3-trichloro-4-nitrobenzene ClC1=C(C(=C(C=C1)[N+](=O)[O-])Cl)Cl